(+-)-4-(3-(2-((1r,3r)-2-oxa-6-azaadamantan-6-yl)acetyl)-4-fluoro-2,5-dimethyl-1H-pyrrol-1-yl)-2-fluorobenzonitrile C12OC3CC(N(C(C1)C3)CC(=O)C3=C(N(C(=C3F)C)C3=CC(=C(C#N)C=C3)F)C)C2